ClC1=CC=C(C=C1)C=1N=C2N(C(C1C(F)(F)F)=O)C=CC=C2 2-(4-chlorophenyl)-3-(trifluoromethyl)-4H-pyrido[1,2-a]pyrimidine-4-one